C(C1=CC=CC=C1)(=O)O[C@@H]1[C@@H](N(C[C@@H]([C@H]1OC(C1=CC=CC=C1)=O)OC(C1=CC=CC=C1)=O)CCC1=C(C=CC=C1)F)CF (2R,3R,4R,5S)-2-(fluoromethyl)-1-(2-fluorophenethyl)piperidine-3,4,5-triyl tribenzoate